Ethylene Oxide C1CO1